NC1=C2N=CN(C2=NC(=N1)F)[C@H]1C[C@@H]([C@@](O1)(C#C)CO[P@](=O)(OC1=CC=CC=C1)N[C@H](C(=O)OCC(CCCCCCCC)CCCCCCCC)CC1=CC(=CC(=C1)F)F)O 2-Octyldecyl (S)-2-(((S)-(((2R,3S,5R)-5-(6-amino-2-fluoro-9H-purin-9-yl)-2-ethynyl-3-hydroxytetrahydrofuran-2-yl) methoxy)(phenoxy)phosphoryl)amino)-3-(3,5-difluorophenyl)propanoate